CN(C)CC1(CC1)COC=1N=C(C2=C(N1)CN(C2)C(=O)C2=CC(=CC1=CC=CC(=C21)I)O)N2C[C@@H](CCC2)O (R)-(2-((1-((dimethyl-amino)methyl)cyclopropyl)methoxy)-4-(3-hydroxypiperidin-1-yl)-5,7-dihydro-6H-pyrrolo[3,4-d]pyrimidin-6-yl)(3-hydroxy-8-iodonaphthalen-1-yl)methanone